tert-butyl 3-{5-[5-(1-tert-butyl-5-fluoropyrazole-4-amido)-4-fluoro-2-methylphenyl]-7-(morpholin-4-yl)indazol-1-yl}pyrrolidine-1-carboxylate C(C)(C)(C)N1N=CC(=C1F)C(=O)NC=1C(=CC(=C(C1)C=1C=C2C=NN(C2=C(C1)N1CCOCC1)C1CN(CC1)C(=O)OC(C)(C)C)C)F